O1CCNCCOCCNCC1 1,7-dioxa-4,10-diazacyclododecane